(S)-4-((2-methoxyethyl)(4-(5,6,7,8-tetrahydro-1,8-naphthyridin-2-yl)butyl)amino)-2-((2-(trifluoromethyl)quinazolin-4-yl)amino)butanoic acid COCCN(CC[C@@H](C(=O)O)NC1=NC(=NC2=CC=CC=C12)C(F)(F)F)CCCCC1=NC=2NCCCC2C=C1